1-{[(2s,4s)-4-hydroxy-5-oxo-4-(2,2,2-trifluoroethyl)pyrrolidin-2-yl]methoxy}-7-(prop-2-yloxy)isoquinoline-6-carboxamide O[C@@]1(C[C@H](NC1=O)COC1=NC=CC2=CC(=C(C=C12)OC(C)C)C(=O)N)CC(F)(F)F